C/C(/C(=O)OC(\C(=C\C)\C)=O)=C\C (2E)-2-methyl-2-butenoic anhydride